FC1=CC=C(C=C1)NC(=O)C1=NC(=CC=C1)N1C=NC=C1 N-(4-fluorophenyl)-6-(1H-imidazol-1-yl)pyridineamide